ClCCOP(=O)(O)O.P(=O)(OCCCl)(O)O (2-chloroethyl) phosphate [2-chloroethyl]phosphate